OC1(CC(C1)C(=O)N1CC2(C1)C[C@H](CC2)CC2=CC=C(C=C2)OC(F)(F)F)C |r| (rac)-((1s,3s)-3-Hydroxy-3-methylcyclobutyl)(6-(4-(trifluoromethoxy)benzyl)-2-azaspiro[3.4]octan-2-yl)methanone